1-[3-(tri-tert-butoxysilyl)phenyl]-1-phenylethylene C(C)(C)(C)O[Si](C=1C=C(C=CC1)C(=C)C1=CC=CC=C1)(OC(C)(C)C)OC(C)(C)C